ClC=1C(=CC(=C(C1)S(=O)(=O)N(C(OC(C)(C)C)=O)C=1N=CSC1)F)NCC1=C(C(=CC=C1F)OC)CN(C)C(C)C tert-butyl ((5-chloro-2-fluoro-4-((6-fluoro-2-((isopropyl(methyl)amino)methyl)-3-methoxybenzyl)amino)phenyl)sulfonyl)(thiazol-4-yl)carbamate